1-(3-fluoro-4-(methylthio)phenyl)ethanone FC=1C=C(C=CC1SC)C(C)=O